C(C)(C)(C)C1=CC=C(C=C1)C1=C2CC(C(C2=C(C=2CCCC12)C1=CC=C(C=C1)C(C)(C)C)OC)C 4,8-Di(4-tert-butylphenyl)-1-methoxy-2-methyl-1,2,3,5,6,7-hexahydro-s-indacene